ClC1=C(C(=O)NC(C(=O)O)CCN(CCCCC2=NC=3NCCCC3C=C2)CC(COC)(C)F)C=CC=C1F 2-[(2-chloro-3-fluoro-benzoyl)amino]-4-[(2-fluoro-3-methoxy-2-methyl-propyl)-[4-(5,6,7,8-tetrahydro-1,8-naphthyridin-2-yl)butyl]amino]butanoic acid